4-((3-Amino-1-((2,4-dichlorophenyl)sulfonyl)azetidin-3-yl)methoxy)-2-fluorobenzonitrile hydrochloride salt Cl.NC1(CN(C1)S(=O)(=O)C1=C(C=C(C=C1)Cl)Cl)COC1=CC(=C(C#N)C=C1)F